(S)-3-(3-(((3,4-dimethoxybicyclo[4.2.0]octa-1,3,5-trien-7-yl)methyl)(methyl)amino)propyl)-7,8-dimethoxy-1,3,4,5-tetrahydro-2H-benzo[d]azepin-2-one hydrochloride Cl.COC=1C=C2C[C@@H](C2=CC1OC)CN(CCCN1C(CC2=C(CC1)C=C(C(=C2)OC)OC)=O)C